FC([C@@H](C1=CC=C(C=C1)F)N1N=CC(=C1)C1=CN=CC(=N1)C=1C=CC=2N(C1OC)N=C(N2)N)(C)F (R)-6-(6-(1-(2,2-difluoro-1-(4-fluorophenyl)propyl)-1H-pyrazol-4-yl)pyrazin-2-yl)-5-methoxy-[1,2,4]triazolo[1,5-a]pyridin-2-amine